6-(3-(2-(2-Aminoethoxy)ethoxy)propanamido)-N-(5-methylpyridin-2-yl)indoline-5-carboxamide NCCOCCOCCC(=O)NC1=C(C=C2CCNC2=C1)C(=O)NC1=NC=C(C=C1)C